(3-(aminomethyl)-5-fluorophenyl)pyridin-4-amine NCC=1C=C(C=C(C1)F)C1=NC=CC(=C1)N